[4-[2-(4,5,6,7-tetrahydrothieno[3,2-c]pyridin-2-yl)-3H-imidazo[4,5-b]pyridin-7-yl]-1-piperidyl]-[4-(trifluoromethoxy)phenyl]methanone S1C(=CC=2CNCCC21)C2=NC=1C(=NC=CC1C1CCN(CC1)C(=O)C1=CC=C(C=C1)OC(F)(F)F)N2